ethyl tetracosenate C(C=CCCCCCCCCCCCCCCCCCCCCC)(=O)OCC